C(CCCCCCC=CCC=C)O dodeca-8,11-dien-1-ol